C(CCC)C(C(=O)OCCCCCCCCCN(CCCNC(C=1C=C(C(=O)NCCCN(CCCCCCCCCOC(C(CCCCCC)CCCC)=O)CCCCCCCCCOC(C(CCCCCC)CCCC)=O)C=CC1)=O)CCCCCCCCCOC(C(CCCCCC)CCCC)=O)CCCCCC (((isophthaloylbis(azanediyl))bis(propane-3,1-diyl))bis(azanetriyl))tetrakis(nonane-9,1-diyl) tetrakis(2-butyloctanoate)